4-(3-(2,6-difluoro-3,5-dimethoxyphenyl)-7-(1,3-dimethyl-1H-pyrazol-4-yl)-2-oxo-3,4-dihydropyrido[4,3-d]pyrimidin-1(2H)-yl)-2-methoxybenzonitrile FC1=C(C(=C(C=C1OC)OC)F)N1C(N(C2=C(C1)C=NC(=C2)C=2C(=NN(C2)C)C)C2=CC(=C(C#N)C=C2)OC)=O